CN[C@@H](CCC(=O)O)C(=O)O (S)-N-methyl-glutamic acid